(1R,4R)-4-(6-(bis(4-methoxybenzyl)amino)-7-(4-((5-fluoro-2-methoxybenzoylamino)methyl)phenyl)-8-oxo-7,8-dihydro-9H-purin-9-yl)cyclohexane-1-carboxylic acid ethyl ester C(C)OC(=O)C1CCC(CC1)N1C2=NC=NC(=C2N(C1=O)C1=CC=C(C=C1)CNC(C1=C(C=CC(=C1)F)OC)=O)N(CC1=CC=C(C=C1)OC)CC1=CC=C(C=C1)OC